4-[6-(1-methyl-1H-pyrazol-4-yl)[1,2,4]triazolo[4,3-a]pyridin-3-yl]piperazine-1-carboxylic acid tert-butyl ester C(C)(C)(C)OC(=O)N1CCN(CC1)C1=NN=C2N1C=C(C=C2)C=2C=NN(C2)C